NC1=C(C(=NC=N1)OC1=C(C=C(C=C1)NC(=O)NC1=CC(=NN1C1=CC=C(C=C1)OC)C(C)(C)C)F)C#N (4-((6-amino-5-cyanopyrimidin-4-yl)oxy)-3-fluorophenyl)-3-(3-(tert-butyl)-1-(4-methoxyphenyl)-1H-pyrazol-5-yl)urea